tert-Butyl ((S)-1-(((S)-1-(((S)-1-amino-1-oxo-3-((S)-2-oxopyrrolidin-3-yl)propan-2-yl)amino)-4-methyl-1-oxopentan-2-yl)amino)-3,3-dimethyl-1-oxobutan-2-yl)carbamate NC([C@H](C[C@H]1C(NCC1)=O)NC([C@H](CC(C)C)NC([C@H](C(C)(C)C)NC(OC(C)(C)C)=O)=O)=O)=O